5-bromo-8-[8-fluoro-2-methylimidazo[1,2-a]pyridin-6-yl]-2-methoxyquinoline BrC1=C2C=CC(=NC2=C(C=C1)C=1C=C(C=2N(C1)C=C(N2)C)F)OC